FC=1C(=NC(=NC1)N[C@H]1[C@@H](COCC1)O)C1=CC=C2C(C(=CN(C2=C1)C(C)C)C(C)(C)O)=O 7-(5-fluoro-2-(((3S,4R)-3-hydroxytetrahydro-2H-pyran-4-yl)amino)pyrimidin-4-yl)-3-(2-hydroxypropan-2-yl)-1-isopropylquinolin-4(1H)-one